6-fluoro-4-((1S,4s)-4-((R)-1-(4,5,6,7-tetrafluoro-1H-benzo[d]imidazol-2-yl)ethyl)cyclohexyl)quinoline tert-butyl-((cis)-4-(((1S,2R)-2-phenylcyclopropyl)amino)cyclohexyl)carbamate C(C)(C)(C)N(C(O)=O)[C@@H]1CC[C@@H](CC1)N[C@@H]1[C@H](C1)C1=CC=CC=C1.FC=1C=C2C(=CC=NC2=CC1)C1CCC(CC1)[C@H](C)C1=NC2=C(N1)C(=C(C(=C2F)F)F)F